FC(CN1N=CC=2C1=CN=C(C2)[C@@H](CC)N)(F)F (R)-1-(1-(2,2,2-trifluoroethyl)-1H-pyrazolo[3,4-c]pyridin-5-yl)propan-1-amine